(3-(4-amino-1-(tert-butyl)-1H-pyrazolo[3,4-d]pyrimidin-3-yl)-5-cyclopropylisoxazol-4-yl)boronic acid NC1=C2C(=NC=N1)N(N=C2C2=NOC(=C2B(O)O)C2CC2)C(C)(C)C